FC1=C(C=CC(=N1)C(=O)NC)N1CCN(CC1)C1C=C(CC1)C=1NC(C=2N(C1)N=CC2)=O 6-fluoro-N-methyl-5-(4-(3-(4-oxo-4,5-dihydropyrazolo[1,5-a]pyrazin-6-yl)cyclopent-2-en-1-yl)piperazin-1-yl)picolinamide